[I-].C(CCC)[NH3+] n-Butylammonium iodide